F[B-](F)(F)F.S1C(=CC=C1)C1=[O+]C(=CC=C1)C=1SC=CC1 2,6-bis-(2-thienyl)pyrylium tetrafluoroborate